3-fluoro-4-iodo-N,N-dimethylaniline CN(C)C1=CC(=C(C=C1)I)F